FC1=C2C=NC(C2=CC=C1CO)=O 4-fluoro-5-(hydroxymethyl)-1-oxoisoindole